1-(2,4-Dihydroxy-6-methoxyphenyl)-3-[4-hydroxy-3-(3-methylbuta-1,3-dienyl)phenyl]prop-2-en-1-one OC1=C(C(=CC(=C1)O)OC)C(C=CC1=CC(=C(C=C1)O)C=CC(=C)C)=O